5-bromo-1,1,3,3-tetramethyl-2,3-dihydro-1H-indene BrC=1C=C2C(CC(C2=CC1)(C)C)(C)C